2-(4-isobutylphenyl)-N-phenyl-N-(4-phenylthiazole-2-yl)propionamide benzo[d][1,2]selenazol-3-yl-2,4-difluorobenzoate [Se]1N=C(C2=C1C=CC=C2)OC(C2=C(C=C(C=C2)F)F)=O.C(C(C)C)C2=CC=C(C=C2)C(C(=O)N(C=2SC=C(N2)C2=CC=CC=C2)C2=CC=CC=C2)C